4-(5-chloropyridin-2-yl)-N-(5-hydroxypyridin-2-yl)piperazine-1-sulfonamide ClC=1C=CC(=NC1)N1CCN(CC1)S(=O)(=O)NC1=NC=C(C=C1)O